N1N=C(C=C1)NC1=NC(=NC=C1)N N4-(1H-pyrazol-3-yl)pyrimidine-2,4-diamine